1-(6-cyclopropyl-4-(2-methyl-2H-pyrazolo[3,4-b]pyridin-5-yl)thieno[2,3-b]pyridin-2-yl)ethanol C1(CC1)C1=CC(=C2C(=N1)SC(=C2)C(C)O)C2=CC=1C(N=C2)=NN(C1)C